2-bromo-N-(4-cyano-2,6-dimethylphenyl)acetamide BrCC(=O)NC1=C(C=C(C=C1C)C#N)C